(1R,4R)-6'-acetyl-4-(3-chloroanilino)-2'-{(2R)-2-methyl-3-[(thieno[3,2-b]pyridin-7-yl)oxy]propyl}-2',3'-dihydrospiro[cyclohexane-1,1'-indene]-4-carboxylic acid methyl ester COC(=O)C1(CCC2(C(CC3=CC=C(C=C23)C(C)=O)C[C@H](COC2=C3C(=NC=C2)C=CS3)C)CC1)NC1=CC(=CC=C1)Cl